FC1(CCN(CC1)C=1N=C(C=C2C=CC=NC12)C=1OC(=NN1)C1=C(C=C(C=C1)I)N1CCC2(CC2)CC1)F 2-(8-(4,4-difluoropiperidin-1-yl)-1,7-naphthyridin-6-yl)-5-(4-iodo-2-(6-azaspiro[2.5]oct-6-yl)phenyl)-1,3,4-oxadiazole